(5,6-dimethyl-3-pyridyl)boronic acid CC=1C=C(C=NC1C)B(O)O